NC1=C2N=CN(C2=NC(=N1)F)[C@H]1[C@H]([C@@H]([C@](O1)(CO)CC)O)F (2R,3R,4S,5R)-5-(6-amino-2-fluoro-9H-purin-9-yl)-2-ethyl-4-fluoro-2-(hydroxymethyl)-tetrahydrofuran-3-ol